ClC=1C=C2C(=CN=C(C2=CN1)N1C(C(C1)O)C)C(C)C 1-(6-chloro-4-(propan-2-yl)-2,7-naphthyridin-1-yl)-2-methylazetidin-3-ol